Cl.Cl.FC1=C(C=CC(=C1)[C@@H]1NC[C@@H](C1)O)C=1N=C2SC3=C(N2C1)C=CC(=C3)C(=O)NC3CCN(CC3)C 2-(2-fluoro-4-((cis)-4-hydroxypyrrolidin-2-yl)phenyl)-N-(1-methylpiperidin-4-yl)benzo[d]imidazo[2,1-b]thiazole-7-carboxamide dihydrochloride